N[C@H](C(=O)N1[C@H]2C[C@H]2C[C@H]1C#N)C12CC3(C[C@@H](CC(C1)C3)C2)O (1S,3S,5S)-2-((2S)-2-amino-2-((1S,3R,5S)-3-hydroxyadamantan-1-yl)acetyl)-2-azabicyclo[3.1.0]hexane-3-carbonitrile